COC1=C(C=C(C=C1)CS(=O)(=O)\C=C\C1=C(C=C(C=C1OC)OC)OC)NCC(=O)[O-].[Na+] sodium (E)-2-((2-methoxy-5-(((2,4,6-trimethoxystyryl)sulfonyl)methyl)phenyl)amino)acetate